COC(=O)C12CC3C(C(CC(C1)C3)C2)NC2=CC(=C(C=C2)NC2=NC=C(C(=N2)Cl)C(F)(F)F)OC 4-((4-((4-chloro-5-(trifluoromethyl)pyrimidin-2-yl)amino)-3-methoxyphenyl)amino)adamantane-1-carboxylic acid methyl ester